C1(CCCC1)C#CNC1=CC=CC=C1 2-(cyclopentyl)ethynylaniline